2,6-dihydroxy-5'-methyl-4-pentyl-N-phenyl-2'-(prop-1-en-2-yl)-[1,1'-biphenyl]-3-carboxamide OC1=C(C(=CC(=C1C(=O)NC1=CC=CC=C1)CCCCC)O)C1=C(C=CC(=C1)C)C(=C)C